ClC1=C(C=C(C=C1)N1CCN(CC1)CC=1C=C(C=CC1C(F)(F)F)N(CCN(C)C)C)F N1-(3-((4-(4-chloro-3-fluorophenyl)piperazin-1-yl)methyl)-4-(trifluoromethyl)phenyl)-N1,N2,N2-trimethyl-ethan-1,2-diamine